2-iminopiperidine HCl salt Cl.N=C1NCCCC1